(5S)-5-phenyl-N-[(6S)-4-methyl-5-oxo-7,8-dihydro-6H-pyrazolo[1,5-a][1,3]diazepin-6-yl]-6,7-dihydro-5H-pyrrolo[1,2-b][1,2,4]triazole-2-carboxamide C1(=CC=CC=C1)[C@@H]1CCC=2N1N=C(N2)C(=O)N[C@@H]2C(N(C=1N(CC2)N=CC1)C)=O